methylpyrrolidine-1-carboxylate COC(=O)N1CCCC1